C(C)(C)OC1=CC(=NC=C1)NC=1OC(=NN1)C1=NC=C(C=C1)OC N-(4-isopropoxypyridin-2-yl)-5-(5-methoxypyridin-2-yl)-1,3,4-oxadiazol-2-amine